ClC=1C=C(C=CC1)C=1OC=CC1 (3-chlorophenyl)furan